7-Oxabicyclo[3.3.1]nonane-9-carboxylate C12CCCC(COC1)C2C(=O)[O-]